IC1=C(C=C(C=C1)OC)C 1-iodo-4-methoxy-methylbenzene